OC(C(C)C)C1CC(N(CC1)C(=O)OC(C)(C)C)C=1C=C2CCC(NC2=CC1)=O tert-butyl 4-(1-hydroxy-2-methylpropyl)-2-(2-oxo-1,2,3,4-tetrahydroquinolin-6-yl)piperidine-1-carboxylate